D-isoleucine N[C@H]([C@H](C)CC)C(=O)O